N-[(7S)-3-ethoxy-1,2-dimethoxy-10-methylsulfanyl-9-oxo-5,6,7,9-tetrahydrobenzo[a]heptalen-7-yl]acetamide C(C)OC1=CC2=C(C3=CC=C(C(C=C3[C@H](CC2)NC(C)=O)=O)SC)C(=C1OC)OC